3-[ethoxybis(3,6,9,12,15-pentaoxaoctadeca-1-yloxy)silyl]-1-propanethiol C(C)O[Si](CCCS)(OCCOCCOCCOCCOCCOCCC)OCCOCCOCCOCCOCCOCCC